F[C@@H]1CN(CC[C@@H]1NC1=NN2C(C(=N1)OC)=C(C=C2)C=2C=CC1=C(N(N=N1)C[C@H](C)F)C2)C(CO)=O 1-((3R,4S)-3-fluoro-4-((5-(1-((S)-2-fluoropropyl)-1H-benzo[d][1,2,3]triazol-6-yl)-4-methoxypyrrolo[2,1-f][1,2,4]triazin-2-yl)amino)piperidin-1-yl)-2-hydroxyethan-1-one